CC(CC(C(CO)O)O)C 5-methyl-1,2,3-hexanetriol